C(C)[C@]1(C(NC(N1)=O)=O)C1=CC=C(C=C1)C(=O)N1CCC(CC1)C=1N=CN(C1)C1=CC=C(C=C1)C (R)-5-ethyl-5-{4-[4-(1-p-tolyl-1H-imidazol-4-yl)piperidine-1-carbonyl]phenyl}imidazolidine-2,4-dione